C1(CC1)CC1=C(C(=NN1C=1SC=C(N1)C(=O)O)C=1C=C(C(=CC1)F)C1=CC(=CC(=C1)OC)OC)CC1=CC(=C(C=C1)S(N)(=O)=O)F 2-(5-(cyclopropylmethyl)-3-(6-fluoro-3',5'-dimethoxy-[1,1'-biphenyl]-3-yl)-4-(3-fluoro-4-sulfamoylbenzyl)-1H-pyrazol-1-yl)thiazole-4-carboxylic acid